2-benzamido-N-(4-(benzylthio)phenyl)-1,2,3,4-tetrahydronaphthalene-2-carboxamide C(C1=CC=CC=C1)(=O)NC1(CC2=CC=CC=C2CC1)C(=O)NC1=CC=C(C=C1)SCC1=CC=CC=C1